2-hydroxypyrimidine-5-sulfonyl chloride OC1=NC=C(C=N1)S(=O)(=O)Cl